FC1=CC=C(C=C1)C1=NN=C(O1)S 5-(4-fluorophenyl)-1,3,4-oxadiazole-2-thiol